BrCC(=O)C1=C(C=CC=C1)S(=O)(=O)C 2-bromo-1-(2-(methylsulfonyl)phenyl)ethan-1-one